1-(2,6-dichlorophenyl)indole ClC1=C(C(=CC=C1)Cl)N1C=CC2=CC=CC=C12